cedrenal C[C@@H]1CC[C@@H]2[C@]13CC=C([C@H](C3)C2(C)C)C=O